monosodium monoammonium salt [NH4+].[Na+]